C(C)(C)(C)OC(=O)N1C[C@H](CC1)C1=C(C=CC(=C1)C(NC1=CC(=CC=C1)C(F)(F)F)=O)C (R)-3-(2-methyl-5-((3-(trifluoromethyl)phenyl)carbamoyl)phenyl)pyrrolidine-1-carboxylic acid tert-butyl ester